C(C)(C)(C)OC(CCC(C#N)C1=CC=C(C=C1)N1CC2(C1)CCN(CC2)C(=O)OC(C)(C)C)=O tert-Butyl 2-[4-(4-tert-butoxy-1-cyano-4-oxo-butyl)phenyl]-2,7-diazaspiro[3.5]nonane-7-carboxylate